2-ethyl-7-methoxy-5-(4,4,5,5-tetramethyl-1,3,2-dioxaborolan-2-yl)isoindolin-1-one C(C)N1C(C2=C(C=C(C=C2C1)B1OC(C(O1)(C)C)(C)C)OC)=O